distearyltin diacetate C(C)(=O)[O-].C(C)(=O)[O-].C(CCCCCCCCCCCCCCCCC)[Sn+2]CCCCCCCCCCCCCCCCCC